(2R,3S,4S)-4-hydroxy-2-[(4-methoxyphenyl)methyl]pyrrolidin-3-yl 2-(1,2-oxazol-3-ylmethoxy)acetate O1N=C(C=C1)COCC(=O)O[C@H]1[C@H](NC[C@@H]1O)CC1=CC=C(C=C1)OC